OC1CNCCNC1 6-hydroxy-1,4-diazepan